undecane-1,6-diol C(CCCCC(CCCCC)O)O